N-tert-butyl-acrylamide 8-methoxy-1,2,3,4-tetrahydroisoquinolinbenzyl-(3s,5r)-4-(3-((5-((methoxycarbonyl)amino)pyridin-2-yl)oxy)propyl)-3,5-dimethylpiperazine-1-carboxylate COC=1C=CC=C2CCNC(C12)C1=CC=CC=C1COC(=O)N1C[C@@H](N([C@@H](C1)C)CCCOC1=NC=C(C=C1)NC(=O)OC)C.C(C)(C)(C)NC(C=C)=O